FC1=CC(=C(C=C1)N1CN(C(C2=C1C=C(N=C2)C(F)(F)F)=O)C=2C(=NC(=CC2)OC)C)C 1-(4-fluoro-2-meth-ylphenyl)-3-(6-methoxy-2-meth-ylpyridin-3-yl)-7-(trifluoromethyl)-2,3-dihydropyrido-[4,3-d]pyrimidin-4(1H)-one